Cl.OCCC1=C(C(=O)N)C=CC=N1 (2-hydroxyethyl)nicotinamide hydrochloride